butyl-3-methylimidazole bis(trifluoromethylsulfonyl)imide salt [N-](S(=O)(=O)C(F)(F)F)S(=O)(=O)C(F)(F)F.C(CCC)C1=NC=CN1C